(1r,3r)-3-(cyanoamino)-N-[3-(3-cyanophenyl)-1,2-oxazol-4-yl]cyclobutane-1-carboxamide C(#N)NC1CC(C1)C(=O)NC=1C(=NOC1)C1=CC(=CC=C1)C#N